6-chloro-N-(4-(trifluoromethoxy)phenyl)-3-(vinylsulfonamido)-3,4-dihydroquinoline-1(2H)-carboxamide ClC=1C=C2CC(CN(C2=CC1)C(=O)NC1=CC=C(C=C1)OC(F)(F)F)NS(=O)(=O)C=C